3-(((5-chloro-1H-indazol-6-yl)oxy)methyl)-5-methylisoxazole ClC=1C=C2C=NNC2=CC1OCC1=NOC(=C1)C